1-(4-(aminomethyl)-1-oxo-1,2-dihydrophthalazin-6-yl)-N-((5-phenoxypyridin-2-yl)methyl)-N-(5,6,7,8-tetrahydroquinolin-8-yl)cyclopropane-1-carboxamide NCC1=NNC(C2=CC=C(C=C12)C1(CC1)C(=O)N(C1CCCC=2C=CC=NC12)CC1=NC=C(C=C1)OC1=CC=CC=C1)=O